pyrimido[5,4-c]quinolin-4(3H)-one N1=CNC(C=2C=NC=3C=CC=CC3C21)=O